tert-butyl N-[2'-(4-methoxybenzenesulfonamido)ethyl]carbamate COC1=CC=C(C=C1)S(=O)(=O)NCCNC(OC(C)(C)C)=O